t-butyl (4-(7-fluoroindolin-5-yl)pyridin-2-yl)(1-methyl-1H-pyrazol-5-yl)carbamate FC=1C=C(C=C2CCNC12)C1=CC(=NC=C1)N(C(OC(C)(C)C)=O)C1=CC=NN1C